2,4-dichloro-5-(2,6-difluorophenyl)-6-methyl-pyrimidine ClC1=NC(=C(C(=N1)Cl)C1=C(C=CC=C1F)F)C